2-(2-((2-(1-(cyclopropylmethyl)-1H-benzo[d]imidazol-2-yl)ethyl)amino)ethyl)-N-((3-fluoropyridin-2-yl)methyl)oxazole-4-carboxamide C1(CC1)CN1C(=NC2=C1C=CC=C2)CCNCCC=2OC=C(N2)C(=O)NCC2=NC=CC=C2F